ClC1=C(C=C(C=C1)N1CCNCC1)[N+](=O)[O-] 4-(4-Chloro-3-nitrophenyl)piperazine